1,3-dioxoisoindolin-2-yl 1-methylcyclopropane-1-carboxylate CC1(CC1)C(=O)ON1C(C2=CC=CC=C2C1=O)=O